(1S,5S)-6-[2-[(8-methoxy-2-methyl-imidazo[1,2-a]pyridin-6-yl)carbamoyl]furo[3,2-b]pyridin-5-yl]-3,6-diazabicyclo[3.2.0]heptane-3-carboxylic acid tert-butyl ester C(C)(C)(C)OC(=O)N1C[C@@H]2CN([C@@H]2C1)C1=CC=C2C(=N1)C=C(O2)C(NC=2C=C(C=1N(C2)C=C(N1)C)OC)=O